C(#N)N1CC2(C(NC3=CC=C(C=C3C2)C=2C=CC(=NC2)C(=O)NC)=O)CC1 5-(1-Cyano-2'-oxo-1',4'-dihydro-2'H-spiro[pyrrolidine-3,3'-quinolin]-6'-yl)-N-methylpicolinamide